C(CCC)OCCOCCOCCO triethylene glycol mono-normal-butyl ether